4-(7-bromo-6-chloro-2,8-difluoro-quinazolin-4-yl)piperazine-1-carboxylic acid tert-butyl ester C(C)(C)(C)OC(=O)N1CCN(CC1)C1=NC(=NC2=C(C(=C(C=C12)Cl)Br)F)F